The molecule is a N(5)-alkylglutamine where the alkyl group is ethyl. It has been isolated from green tea. It has a role as a neuroprotective agent and a plant metabolite. It is a tautomer of a N(5)-ethyl-L-glutamine zwitterion. CCNC(=O)CC[C@@H](C(=O)O)N